NC=1N=CC(=NC1)C1=CC=C(CNC=2C(=NC(=CN2)C#N)C(=O)N[C@@H](C)C2=CC(=C(C=C2)F)F)C=C1 (S)-3-(4-(5-aminopyrazin-2-yl)benzylamino)-6-cyano-N-(1-(3,4-difluorophenyl)ethyl)pyrazine-2-carboxamide